C1(=C(C=CC=C1)C1=CC=C1)C tolylcyclobutadiene